OCOC(C(CCCCCCCC)=O)C1=CC=CC=C1 Hydroxymethoxy-phenyl-Decanone